ClC=1C(=CC2=C(N(C(NC2=O)=O)C=2C(=NC=CC2O)C(C)C)N1)F 7-chloro-6-fluoro-1-(4-hydroxy-2-isopropylpyridin-3-yl)pyrido[2,3-d]pyrimidine-2,4(1H,3H)-dione